[OH-].[O-2].[Fe+3] iron (III)-oxide hydroxide